P(OC1=C(C=C(C=C1)C(C)(C)C)C(C)(C)C)(OC1=C(C=C(C=C1)C(C)(C)C)C(C)(C)C)OC1=CC=CC=C1 bis(2,4-di-tert-butylphenyl) phenyl phosphite